Ammonium [(1R)-2-(6-aminopurin-9-yl)-1-methyl-ethoxy]methyl-(20,20,20-trifluoroicos-18-ynoxy)phosphinate NC1=C2N=CN(C2=NC=N1)C[C@H](OCP([O-])(=O)OCCCCCCCCCCCCCCCCCC#CC(F)(F)F)C.[NH4+]